O1C[C@H](CCC1)NC=1N=NC(=C2C1C=NC=C2)C2=C(C=C(C=C2)C(F)(F)F)O 2-(4-{[(3S)-oxan-3-yl]amino}pyrido[3,4-d]pyridazin-1-yl)-5-(trifluoromethyl)phenol